Cl.Cl.Cl.N[C@H](C(=O)O)CCCCNCCCCCCN (S)-2-amino-6-((6-aminohexyl)amino)hexanoic acid tri-hydrochloride